N3-(3-fluoro-4-(2-(pyrrolidin-1-yl)ethoxy)phenyl)-1H-1,2,4-triazole-3,5-diamine FC=1C=C(C=CC1OCCN1CCCC1)NC1=NNC(=N1)N